2-bromo-6-chlorobenzothioamide BrC1=C(C(N)=S)C(=CC=C1)Cl